3-(3-(6-amino-4-(trifluoromethyl)pyridin-2-yl)phenyl)-2,2-dimethylpropionic acid tert-butyl ester C(C)(C)(C)OC(C(CC1=CC(=CC=C1)C1=NC(=CC(=C1)C(F)(F)F)N)(C)C)=O